FC=1C=2OCC(N3C=C(C(C(=CC1F)C32)=O)CCN([C@@H]3CNCCC3)CC3=CC(=NC=C3)OC)CC 6,7-difluoro-11-[[(2-methoxy-4-pyridyl)methyl-[(3S)-3-piperidyl]amino]ethyl]2-ethyl-4-oxa-1-azatricyclo[7.3.1.05,13]trideca-5(13),6,8,11-tetraen-10-one